N-((6-((4-chlorophenyl)amino)-2-morpholinopyrimidin-4-yl)methyl)-1H-pyrrole-2-carboxamide ClC1=CC=C(C=C1)NC1=CC(=NC(=N1)N1CCOCC1)CNC(=O)C=1NC=CC1